Methyl(4-(1-(3-(cyanomethyl)-1-(ethylsulfonyl)azetidin-3-yl)-1H-pyrazol-4-yl)-7H-pyrrolo[2,3-d]pyrimidin-7-yl)2-(4-isobutylphenyl)propanoate CCC(C(=O)[O-])(C1=CC=C(C=C1)CC(C)C)N1C=CC2=C1N=CN=C2C=2C=NN(C2)C2(CN(C2)S(=O)(=O)CC)CC#N